C(C)(C)(C)OC(=O)N1N=C(C(=C1)Br)NC=1SC(=CN1)C(NC1=C(C(=CC=C1C)O[Si](C)(C)C(C)(C)C)C)=O.NC1C(N(CC1)C1=C(C=C(C=C1)C)Cl)=O 3-amino-1-(2-chloro-4-methylphenyl)pyrrolidin-2-one tert-butyl-4-bromo-3-[[5-[[3-[tert-butyl(dimethyl)silyl]oxy-2,6-dimethyl-phenyl]carbamoyl]thiazol-2-yl]amino]pyrazole-1-carboxylate